4-tert-butyl-2,6-dimethylphenyl-sulfur trifluoride C(C)(C)(C)C1=CC(=C(C(=C1)C)S(F)(F)F)C